N-(4-(2-chlorophenyl)thiazol-2-yl)-5-(2-methyl-1-oxo-2,8-diazaspiro[4.5]decan-8-yl)picolinamide ClC1=C(C=CC=C1)C=1N=C(SC1)NC(C1=NC=C(C=C1)N1CCC2(CCN(C2=O)C)CC1)=O